O=C1N(CCC(N1)=O)C1=CC(=C2C=CN(C2=C1)C(=O)OC(C)(C)C)[N+](=O)[O-] tert-Butyl 6-(2,4-dioxotetrahydropyrimidin-1(2H)-yl)-4-nitro-1H-indole-1-carboxylate